N-((1-(4-(((2S,4R)-2-methyl-1-propionyl-1,2,3,4-tetrahydroquinolin-4-yl)amino)phenyl)-1H-1,2,3-triazol-4-yl)methyl)pentaneamide C[C@@H]1N(C2=CC=CC=C2[C@@H](C1)NC1=CC=C(C=C1)N1N=NC(=C1)CNC(CCCC)=O)C(CC)=O